C(C)(C)(C)NC[C@H](O)C1=NC(=CC=C1)C(F)(F)F (S)-2-(tert-butylamino)-1-[6-(trifluoromethyl)-2-pyridyl]-1-ethanol